3-(2,6-dihydroxypyridin-4-yl)-7-[(1S)-1-[(2r,4r)-2-(aminomethyl)-6-oxo-5-oxa-7-azaspiro[3.4]octan-7-yl]ethyl]-1H-indole-2-carboxylic acid OC1=NC(=CC(=C1)C1=C(NC2=C(C=CC=C12)[C@H](C)N1C(OC2(CC(C2)CN)C1)=O)C(=O)O)O